ClC1=CC(=C(C(=O)O)C=C1)C(=O)OC 4-chloro-2-methoxycarbonylbenzoic acid